6-cyclopropylimidazo[1,2-a]pyridine C1(CC1)C=1C=CC=2N(C1)C=CN2